7-chloro-3-(((5-fluoro-1,4-dihydro-quinazolin-2-yl)thio)methyl)-5H-thiazolo[2,3-b]quinazoline ClC=1C=C2CN3C(=NC2=CC1)SC=C3CSC=3NC1=CC=CC(=C1CN3)F